(R)-N-((S)-4,6-dihydrospiro[cyclopenta[d]thiazole-5,4'-piperidin]-6-yl)-2-methylpropane-2-Sulfinamide N1CCC2(CC1)[C@@H](C1=C(N=CS1)C2)N[S@](=O)C(C)(C)C